N-[3-(morpholin-4-yl)propyl]-3-[(6-phenylpyridazin-3-yl)amino]benzamide N1(CCOCC1)CCCNC(C1=CC(=CC=C1)NC=1N=NC(=CC1)C1=CC=CC=C1)=O